CNC(=O)C1=NC=CC(=C1)NC(O[C@@H](COC1=CC2=C(N=C(S2)C2=C3N=CC(=NC3=CC(=C2)C)OC)C=C1F)C)=O (R)-1-((5-fluoro-2-(2-methoxy-7-methylquinoxalin-5-yl)benzo[d]thiazol-6-yl)oxy)propan-2-yl (2-(methylcarbamoyl)pyridin-4-yl)carbamate